4-amino-5-(4-(pyridin-2-ylcarbamoyl)phenyl)-7H-pyrrolo[2,3-d]pyrimidine NC=1C2=C(N=CN1)NC=C2C2=CC=C(C=C2)C(NC2=NC=CC=C2)=O